5-(3-bromophenyl)-7-(6-morpholin-4-ylpyridin-3-yl)pyrido[2,3-d]pyrimidin-4-amine BrC=1C=C(C=CC1)C1=CC(=NC=2N=CN=C(C21)N)C=2C=NC(=CC2)N2CCOCC2